C[SiH](OCC)OCC (methyl)(diethoxy)silane